BrC1=CC=2N(C3=CC(=CC=C3C2C=C1)Br)C(CCCCCCCC)CCCCCCCC 2,7-dibromo-9-(heptadecan-9-yl)-9H-carbazole